tert-butyl 3-(trimethylstannyl)-8-azabicyclo[3.2.1]oct-2-ene-8-carboxylate C[Sn](C1=CC2CCC(C1)N2C(=O)OC(C)(C)C)(C)C